Methyl 2-(4-ethyl-2-hydroxyphenyl)acetate C(C)C1=CC(=C(C=C1)CC(=O)OC)O